COC1=NC=CC=C1C(C=O)(C)C 2-(2-methoxypyridin-3-yl)-2-methylpropionaldehyde